5-((2-hydroxy-5-methoxypentyl)sulfonyl)-2-(trifluoromethyl)benzoic acid OC(CS(=O)(=O)C=1C=CC(=C(C(=O)O)C1)C(F)(F)F)CCCOC